NC1=NC2=C(C=3C=C(C=NC13)CCC1=C(C=C(OCCOCCOCCP(O)(O)=O)C=C1)C)C=CC(=C2)C (2-(2-(2-(4-(2-(5-amino-8-methylbenzo[f][1,7]naphthyridin-2-yl)ethyl)-3-methylphenoxy)ethoxy)ethoxy)ethyl)phosphonic acid